C1(CC1)C1=C(C=C2C(NC(N(C2=C1)C1=C(C=CC=C1)C(F)(F)F)=O)=O)C#N 7-cyclopropyl-2,4-dioxo-1-(2-(trifluoromethyl)phenyl)-1,2,3,4-tetrahydroquinazoline-6-carbonitrile